4-phenylimidazolesulfonate C1(=CC=CC=C1)C=1N=C(NC1)S(=O)(=O)[O-]